ethyl 2-(4-hydroxyphenyl)-4-methyl-5-thiazolecarboxylate hydrobromide Br.OC1=CC=C(C=C1)C=1SC(=C(N1)C)C(=O)OCC